ClC1=NC=CC=C1N1C(N=C(C2=C1N=C(C=C2)C(F)(F)F)NC)=O 1-(2-Chloropyridin-3-yl)-4-(methylamino)-7-(trifluoromethyl)pyrido[2,3-d]pyrimidin-2(1H)-one